ethyl 2-[3-[4-[4-[2-[3-[3-amino-6-(2-hydroxyphenyl)pyridazin-4-yl]-3,8-diazabicyclo[3.2.1]octan-8-yl]pyrimidin-5-yl]-1-piperidyl]-1-piperidyl]isoxazol-5-yl]-3-methyl-butanoate NC=1N=NC(=CC1N1CC2CCC(C1)N2C2=NC=C(C=N2)C2CCN(CC2)C2CCN(CC2)C2=NOC(=C2)C(C(=O)OCC)C(C)C)C2=C(C=CC=C2)O